2-(4-(bicyclo[2.2.1]hept-5-en-2-yl)phenyl)-4-chloro-6-phenyl-1,3,5-triazine C12C(CC(C=C1)C2)C2=CC=C(C=C2)C2=NC(=NC(=N2)Cl)C2=CC=CC=C2